[Na].[Na].C(CCCCCCCCCCC)C(C(=O)O)(CC(=O)N)S(=O)(=O)O dodecyl-sulfosuccinamic acid disodium